O=C(C(=O)NCCCCCCC(=O)NC1=CC=CC=C1)C 7-(2-oxopropanamido)-N-phenylheptanamide